((2-(((5S,8S,10aR)-3-acetyl-8-(2-(4-fluorophenyl)morpholine-4-carbonyl)-6-oxodecahydropyrrolo[1,2-a][1,5]diazocin-5-yl)carbamoyl)benzo[b]thiophen-5-yl)difluoromethyl)phosphonic acid C(C)(=O)N1CC[C@@H]2N(C([C@H](C1)NC(=O)C1=CC3=C(S1)C=CC(=C3)C(F)(F)P(O)(O)=O)=O)[C@@H](CC2)C(=O)N2CC(OCC2)C2=CC=C(C=C2)F